C(CCCC)OC(C1=CC=CC=C1)=O n-pentylbenzoate